[S-2].[Zn+2].[Pb+2].[S-2] Lead-zinc sulphide